CN1CCC(=CC1)C=1C=CC(=C(N)C1)[N+](=O)[O-] 5-(1-methyl-1,2,3,6-tetrahydropyridin-4-yl)-2-nitroaniline